C1=CC=CC=2C3=CC=CC=C3C(C12)COC(=O)NCC(=O)NCC(=O)O N-((9H-fluoren-9-ylmethoxy)carbonyl)glycylglycine